OCCCCCN(CCCCCC(=O)N(CCCCCCCCCC)CCCCCCCCCC)CCCCCC(=O)N(CCCCCCCCCC)CCCCCCCCCC 6,6'-((5-hydroxypentyl)azanediyl)bis(N,N-didecylhexanamide)